S-(7-((4-(4-acetamidophenyl)thiazol-2-yl)amino)-7-oxoheptyl) 3-phenylpropane-thioate C1(=CC=CC=C1)CCC(SCCCCCCC(=O)NC=1SC=C(N1)C1=CC=C(C=C1)NC(C)=O)=O